2-[(4-bromo-3-chloro-2-nitrophenyl)[(tert-butoxy)carbonyl]amino]acetic acid ethyl ester C(C)OC(CN(C(=O)OC(C)(C)C)C1=C(C(=C(C=C1)Br)Cl)[N+](=O)[O-])=O